tert-butyl 4-(2-((6-(5-(((cyclohexyloxy)carbonyl)amino)-6-methylpyridin-3-yl)benzo[d]thiazol-2-yl)amino)-2-oxoethyl)piperidine-1-carboxylate C1(CCCCC1)OC(=O)NC=1C=C(C=NC1C)C1=CC2=C(N=C(S2)NC(CC2CCN(CC2)C(=O)OC(C)(C)C)=O)C=C1